2,4,4-trimethyl-2-pentanamine CC(C)(CC(C)(C)C)N